Diphenyl-pyridyl-ethane C1(=CC=CC=C1)C(C)(C1=NC=CC=C1)C1=CC=CC=C1